COC1C(CCC1)OC=1C=C2CN(C(C2=CC1)=O)C1C(NC(CC1)=O)=O 3-(5-((2-methoxycyclopentyl)oxy)-1-oxoisoindolin-2-yl)piperidine-2,6-dione